1-[4-cyano-2,6-bis(propan-2-yl)phenyl]-3-[2-(hydroxymethyl)-4-(methylsulfamoyl)benzenesulfonyl]urea C(#N)C1=CC(=C(C(=C1)C(C)C)NC(=O)NS(=O)(=O)C1=C(C=C(C=C1)S(NC)(=O)=O)CO)C(C)C